C(CCCCCCC\C=C\CCCCCCCC)(=O)OCC ethyl (E)-octadec-9-enoate